(1R,2S,3R,5R)-3-{5-ethenyl-4-methylpyrrolo[2,3-d]pyrimidin-7-yl}-5-[({3-[(2-phenylethyl)amino]propyl}amino)methyl]cyclopentane-1,2-diol C(=C)C1=CN(C=2N=CN=C(C21)C)[C@H]2[C@@H]([C@@H]([C@H](C2)CNCCCNCCC2=CC=CC=C2)O)O